caprylic acid phenethyl ester C(CC1=CC=CC=C1)OC(CCCCCCC)=O